N1=C(N=CC2=NC=CN=C12)C=O pteridinal